ethyl 1-(2-(dimethylamino)ethyl)-5-phenyl-4-(trifluoromethyl)-1H-pyrazole-3-carboxylate CN(CCN1N=C(C(=C1C1=CC=CC=C1)C(F)(F)F)C(=O)OCC)C